toluene-bis(methyl thiocarbamate) CNC(O)=S.CNC(O)=S.CC1=CC=CC=C1